(R)-2-((1-Amino-3,3-difluorocyclopentyl)methoxy)-4-(imidazo[1,2-a]pyridin-3-yl)-6-(methylthio)benzonitrile N[C@]1(CC(CC1)(F)F)COC1=C(C#N)C(=CC(=C1)C1=CN=C2N1C=CC=C2)SC